C[C@]12CC[C@H]3[C@H]([C@@H]1CC[C@]2(C#C)O)CCC4=C3C=CC(=C4)O Ethynyloestradiol